7-(3-chlorobenzyl)-4-(4-chlorobenzyl)-6,7,8,9-tetrahydroimidazo[1,2-a]pyrido[3,4-e]pyrimidin-5(4H)-one ClC=1C=C(CN2CC=3C(N(C=4N(C3CC2)C=CN4)CC4=CC=C(C=C4)Cl)=O)C=CC1